[Au]=O.[Ag] silver gold oxide